6-(3-methyl-2-buten-1-yl)-6-(2-propen-1-yl)-1,3-benzodioxan-5(6H)-one CC(=CCC1(C(C2=C(OCOC2)C=C1)=O)CC=C)C